COC1=C(C=CC(=C1)OC)CN(S(=O)(=O)C1=C(C=CC=C1OC)OC)C1=NOC2=C1C(=CC(=C2)[C@H](C=2OC=CN2)O)OC |r| rac-N-[(2,4-dimethoxyphenyl)methyl]-N-{6-[hydroxy(1,3-oxazol-2-yl)methyl]-4-methoxy-1,2-benzoxazol-3-yl}-2,6-dimethoxybenzene-1-sulfonamide